FC1(CC(C1)(O)C1=C(C=C(C=C1)N1CC=2C(=NC=CC2C1=O)C1=C(C=NC=C1)OCC(F)(F)F)F)F 2-[4-(3,3-difluoro-1-hydroxycyclobutyl)-3-fluorophenyl]-4-[3-(2,2,2-trifluoroethoxy)pyridin-4-yl]-2,3-dihydro-1H-pyrrolo[3,4-c]pyridin-1-one